4-(2-fluoroethyl)benzonitrile FCCC1=CC=C(C#N)C=C1